6-(dimethylamino)-9-mesityl-1-methoxy-10-phenylacridine bromide [Br-].CN(C=1C=C2N(C=3C=CC=C(C3C(C2=CC1)C1=C(C=C(C=C1C)C)C)OC)C1=CC=CC=C1)C